ClC1=CC(=C(C=C1)C1=NC(=NC2=C1N=C(N(C2=O)C)C)N2CC(OC1(CCC1)C2)C=2C=NN(C2)C)F 8-(4-chloro-2-fluorophenyl)-2,3-dimethyl-6-(6-(1-methyl-1H-pyrazol-4-yl)-5-oxa-8-azaspiro(3.5)nonan-8-yl)pyrimido(5,4-d)pyrimidin-4(3H)-one